Cl.BrC=1C=C2C(=CC1)NC([C@@]21C=NC(=C1)C(=O)N)=O (3R,5'S)-5-bromo-2-oxospiro[indoline-3,3'-pyrrole]-5'-carboxamide hydrochloride